(S)-1-(5-chloro-3-methylpyridin-2-yl)-4-(4-fluoro-3-methylbenzyl)-3-(oxetan-3-yl)piperazine-2,5-dione ClC=1C=C(C(=NC1)N1C([C@@H](N(C(C1)=O)CC1=CC(=C(C=C1)F)C)C1COC1)=O)C